Methyl 1-((2-ethyl-6-(1-methyl-5-((2-oxo-5-propylpyridin-1(2H)-yl)methyl)-1H-1,2,3-triazol-4-yl)pyridin-3-yl)methyl)-5,5-difluoropiperidine-3-carboxylate C(C)C1=NC(=CC=C1CN1CC(CC(C1)(F)F)C(=O)OC)C=1N=NN(C1CN1C(C=CC(=C1)CCC)=O)C